BrC1=CC=NC2=C1OCCN2 8-bromo-2H,3H,4H-pyrido[3,2-b][1,4]oxazine